(1R,2S)-1-phenyl-2-(1-pyrrolidinyl)propane C1(=CC=CC=C1)C[C@H](C)N1CCCC1